(1R,4s)-4-(2-Fluoro-4-methoxy-5-(((1S*,2R*)-2-(neopentylcarbamoyl)cyclobutyl)carbamoyl)phenoxy)-1-methylcyclohexane-1-carboxylic Acid FC1=C(OC2CCC(CC2)(C(=O)O)C)C=C(C(=C1)OC)C(N[C@@H]1[C@@H](CC1)C(NCC(C)(C)C)=O)=O |o1:22,23|